2-(difluoromethyl)-4-fluoro-N-[4-fluoro-5-(2-morpholin-4-ylpyrimidin-4-yl)-2-[(3R)-3,4-dimethylpiperazin-1-yl]phenyl]benzamide FC(C1=C(C(=O)NC2=C(C=C(C(=C2)C2=NC(=NC=C2)N2CCOCC2)F)N2C[C@H](N(CC2)C)C)C=CC(=C1)F)F